C1(=C(NC(=S)NC1=O)N)N 4,5-diamino-6-hydroxy-2-thiopyrimidine